2-((4-nitrophenyl)ethynyl)aniline [N+](=O)([O-])C1=CC=C(C=C1)C#CC1=C(N)C=CC=C1